tert-Butyl 3-oxo-1,4-oxazepane-4-carboxylate O=C1COCCCN1C(=O)OC(C)(C)C